BrCC1=CC(=C(C=C1)C1CCCCC1)C(F)(F)F 4-(bromomethyl)-1-cyclohexyl-2-(trifluoromethyl)benzene